NC1=NN(C2=CC=CC(=C12)C=1C=C2C=CC=C(C2=CC1)C(=O)NC1=CC(=C(C=C1)F)C)C([C@@H]([C@H]([C@@H]([C@@H](CO)O)O)O)O)=O 6-(3-amino-1-((2R,3S,4R,5R)-2,3,4,5,6-pentahydroxyhexanoyl)-1H-indazol-4-yl)-N-(4-fluoro-3-methylphenyl)-1-naphthalenamide